ClC[C@H](CCO)OC(C)OCC (3S)-4-chloro-3-(1-ethoxyethyloxy)-butan-1-ol